3-((3-Amino-6-(2-hydroxyphenyl)pyridazin-4-yl)ethynyl)pyrrolidine-1-carboxylic acid tert-butyl ester C(C)(C)(C)OC(=O)N1CC(CC1)C#CC1=C(N=NC(=C1)C1=C(C=CC=C1)O)N